CC1=NC2=C(N1C=1C=C3CC(NC3=CC1)=O)C=CC(=C2)C(=O)N methyl-1-(2-oxoindolin-5-yl)benzimidazole-5-carboxamide